rac-tert-butyl (3R,4R)-3-((4-(benzo[d]thiazol-6-ylamino)-7-(1-methyl-1H-pyrazol-4-yl)quinazolin-5-yl)oxy)-4-methoxypiperidine-1-carboxylate S1C=NC2=C1C=C(C=C2)NC2=NC=NC1=CC(=CC(=C21)O[C@@H]2CN(CC[C@H]2OC)C(=O)OC(C)(C)C)C=2C=NN(C2)C |r|